FC=1N=C(SC1CN1CC(CC1)C(C)C1=NC=NC(=C1)OC)NC(C)=O N-(4-fluoro-5-((3-(1-(6-methoxypyrimidin-4-yl)ethyl)pyrrolidin-1-yl)methyl)thiazol-2-yl)acetamide